C(C)C1=C(C=CC(=C1)C1=NN(C=N1)C1=CC=C(C=C1)OC(F)(F)F)NC(=O)\N=C\1/SCC(N1C1=C(C=CC(=C1)OC)C(C)C)=O (Z)-1-(2-Ethyl-4-(1-(4-(trifluoromethoxy)phenyl)-1H-1,2,4-triazol-3-yl)phenyl)-3-(3-(2-isopropyl-5-methoxyphenyl)-4-oxothiazolidin-2-ylidene)urea